FC1=C(C=C(C=C1)OC=1C(=C2C=CNC2=CC1F)C)C=1NC(=CN1)CC=1C=C(C=CC1)CCC(=O)O 3-(3-((2-(2-fluoro-5-((6-fluoro-4-methyl-1H-indol-5-yl)oxy)phenyl)-1H-imidazol-5-yl)methyl)phenyl)propanoic acid